N1CCCCCCCCCCCC1 azacyclotridecane